ClC1=C(CN2C3=C(SCC2=O)C=CC(=C3)COCC3=CC=C(C=C3)F)C(=CC=C1)F 4-(2-chloro-6-fluorobenzyl)-6-(((4-fluorobenzyl)oxy)methyl)-2H-benzo[b][1,4]thiazin-3(4H)-one